Cl.CNC[C@@H]1OCCC2=C(C=CC=C12)C1=NC=CC=C1 |o1:4| rel-(R)-N-Methyl-1-(5-(pyridin-2-yl)isochroman-1-yl)methanamine hydrochloride salt